N-(2-aminoethyl)-2-(2-((3S,5S)-5-((S)-2-cyano-4,4-difluoropyrrolidin-1-carbonyl)-2-oxopyrrolidin-3-yl)acetyl)isoindoline-4-carboxamide methyl-4-iodo-5-methylpicolinate COC(C1=NC=C(C(=C1)I)C)=O.NCCNC(=O)C=1C=2CN(CC2C=CC1)C(C[C@H]1C(N[C@@H](C1)C(=O)N1[C@@H](CC(C1)(F)F)C#N)=O)=O